[Br-].C(CCCCCCC)N1C=[N+](C=C1)C 1-octyl-3-methylimidazolium bromide